N[C@H]1[C@@H]2N(C[C@H]1CC2)C(=O)C2=CC1=C(N(C(=N1)C=1N(C3=C(C=CC=C3C1)Br)CC1C(C1)(F)F)C)C(=C2)OC ((1R,4R,7R)-7-amino-2-azabicyclo[2.2.1]heptan-2-yl)(2-(7-bromo-1-((2,2-difluorocyclopropyl)meth-yl)-1H-indol-2-yl)-7-methoxy-1-methyl-1H-benzo[d]imidazol-5-yl)methanone